N-ethyl-5-fluoro-N-isopropyl-2-[6-(pyrrolidin-3-yl)-1H-pyrazolo[3,4-b]pyridin-4-yl]benzamide C(C)N(C(C1=C(C=CC(=C1)F)C1=C2C(=NC(=C1)C1CNCC1)NN=C2)=O)C(C)C